5-(benzyloxy)-7-methoxy-2,3-dihydrobenzofuran-4-carbaldehyde C(C1=CC=CC=C1)OC1=CC(=C2C(CCO2)=C1C=O)OC